Azole-4-boronic acid N1C=CC(=C1)B(O)O